C(#N)C=1C=C(O[SiH2]OC2=CC(=C(C=C2)C#N)C#N)C=CC1C#N bis(3,4-dicyanophenoxy)silane